N1(CCCCC1)C(=O)[O-] piperidin-1-ylcarboxylate